NC=1C=C(C=CC1)NS(=O)(=O)C1=CC=CC=C1 N-(3-aminophenyl)-benzenesulfonamide